C(C1=CC=CC=C1)OC1=NC=C2N=CN(C2=N1)C 2-(Benzyloxy)-9-methyl-9H-purine